FC1=C(C(=C(C=C1C1=NN(C2=NC(=NC=C21)N2[C@@H](COCC2)CC2=CC=C(C=C2)OC)C)C(F)(F)F)F)O (R)-2,6-Difluoro-3-(6-(3-(4-methoxybenzyl)morpholino)-1-methyl-1H-pyrazolo[3,4-d]pyrimidin-3-yl)-5-(trifluoromethyl)phenol